2,2-bis[4-{(3-ethyloxetan-3-yl)methoxy}phenyl]propane tert-butyl-(1R,5S)-6-(4-bromo-3-fluorobenzoyl)-3,6-diazabicyclo[3.1.1]heptane-3-carboxylate C(C)(C)(C)OC(=O)N1C[C@@H]2N([C@H](C1)C2)C(C2=CC(=C(C=C2)Br)F)=O.C(C)C2(COC2)COC2=CC=C(C=C2)C(C)(C)C2=CC=C(C=C2)OCC2(COC2)CC